2-(1-(4-fluorobenzamido)ethyl)-5-(4-fluoropicolinoyl)-5,6,7,8-tetrahydro-1,5-naphthyridin-1-ium 2,2,2-trifluoroacetate FC(C(=O)[O-])(F)F.FC1=CC=C(C(=O)NC(C)C2=[NH+]C=3CCCN(C3C=C2)C(C2=NC=CC(=C2)F)=O)C=C1